C1(=CC=CC=C1)C1(C2=CC=CC=C2C=2C=CC=CC12)C1=CC=C2C=CC3=CC=CC4=CC=C1C2=C34 1-(9-phenyl-9H-fluorene-9-yl)pyrene